ClC=1C=NC(=NC1)NC1CCN(CC1)S(=O)(=O)C1=CC(=C(C#N)C=C1)N1CCC(CC1)CN1CCC(CC1)C1=C2C(C(N(C2=CC=C1)C1C(NC(CC1)=O)=O)=O)(C)C 4-((4-((5-chloropyrimidin-2-yl)amino)piperidin-1-yl)sulfonyl)-2-(4-((4-(1-(2,6-dioxopiperidin-3-yl)-3,3-dimethyl-2-oxoindolin-4-yl)piperidin-1-yl)methyl)piperidin-1-yl)benzonitrile